ClC=1C=C2C=CC=C(C2=CC1)NC(C)=O N-(6-chloronaphthalen-1-yl)acetamide